((1s,3s)-3-Hydroxy-3-methylcyclobutyl)(7-(3-isopropylphenoxy)-2-azaspiro[3.5]nonan-2-yl)methanon OC1(CC(C1)C(=O)N1CC2(C1)CCC(CC2)OC2=CC(=CC=C2)C(C)C)C